ClC(C(=O)OC(C(C(F)(F)F)(F)F)C1=CC=CC=C1)=C 1-phenyl-2,2,3,3,3-pentafluoropropyl α-chloroacrylate